5-((2-(dimethylamino)ethyl)amino)pyridin CN(CCNC=1C=CC=NC1)C